CC=1C=C(C=C(C1)C)P([C@H](C)C=1[CH-]C=CC1)C1=CC(=CC(=C1)C)C.[CH-]1C=CC=C1.[Fe+2] 2-[(1R)-1-[bis(3,5-dimethylphenyl)phosphino]ethyl]ferrocene